(4-(6-((4-cyanobenzyl)oxy)pyridin-2-yl)-2,5-difluorobenzyl)-1-(2-methoxyethyl)-1H-benzo[d]imidazole-6-carboxylic acid tert-butyl ester C(C)(C)(C)OC(=O)C=1C=CC2=C(N(C(=N2)CC2=C(C=C(C(=C2)F)C2=NC(=CC=C2)OCC2=CC=C(C=C2)C#N)F)CCOC)C1